C(C)(C)(C)C1=CC=C(C=C1)C(C(=O)NCC=1C=C2C(N(C(C2=CC1)=O)C1C(NC(CC1)=O)=O)=O)=O 2-(4-(tert-butyl)phenyl)-N-((2-(2,6-dioxopiperidin-3-yl)-1,3-dioxoisoindolin-5-yl)-methyl)-2-oxoacetamide